N-[(2-Amino-3-pyridyl)sulfonyl]-6-(1H-indol-5-yl)-2-[(4S)-2,2,4-trimethylpyrrolidin-1-yl]pyridin-3-carboxamid NC1=NC=CC=C1S(=O)(=O)NC(=O)C=1C(=NC(=CC1)C=1C=C2C=CNC2=CC1)N1C(C[C@@H](C1)C)(C)C